6-tert-butyl-N-[(2E)-3-[(3-fluoro-4-methoxyphenyl)(imino)oxo-λ6-sulfanyl]prop-2-en-1-yl]-2-oxo-1,2,5,6,7,8-hexahydroquinoline-3-carboxamide C(C)(C)(C)C1CC=2C=C(C(NC2CC1)=O)C(=O)NC\C=C\S(=O)(=N)C1=CC(=C(C=C1)OC)F